N,N-diethylisobutylamine C(C)N(CC)CC(C)C